CC1=C(C=CC=C1)C1=C(C(=CC=C1)C1=C(C=CC=C1)C)P1CCC2(CCCC2)CC1 8-[2,6-bis(2-methylphenyl)phenyl]-8-Phosphaspiro[4.5]decane